ClC=1C=CC(=NC1)NC=1C=C(C=CC1)C1(C(NC(NC1=O)=O)=O)N1CCC2(CN(C2)C(CO)=O)CC1 5-[3-[(5-chloro-2-pyridyl)amino]phenyl]-5-[2-(2-hydroxyacetyl)-2,7-diazaspiro[3.5]nonan-7-yl]hexahydropyrimidine-2,4,6-trione